3-(6-bromo-8-fluoro-imidazo[1,2-a]pyridin-2-yl)azetidine-1-carboxylic acid tert-butyl ester C(C)(C)(C)OC(=O)N1CC(C1)C=1N=C2N(C=C(C=C2F)Br)C1